NC=1C=2N(C3=CC(=C(C=C3N1)F)C(=O)N1[C@@H]3[C@H](CCC1)OC1=NC(=CC=C13)C(F)(F)F)C(=NC2)C (4-amino-7-fluoro-1-methylimidazo[1,5-a]quinoxalin-8-yl)((4aS,9bS)-7-(trifluoromethyl)-3,4,4a,9b-tetrahydrofuro[2,3-b:4,5-b']dipyridin-1(2H)-yl)methanone